FC1=CC=C(C=C1)C1=C(OC2=CC(=C(C(=C2C1=O)OC)OC(C)=O)OC)C1=CC=CC=C1 (4-fluorophenyl)-5,7-dimethoxy-6-acetoxy-flavone